4-(benzothiophene-2-yl)-aniline S1C(=CC2=C1C=CC=C2)C2=CC=C(N)C=C2